5-Bromo-N4-(chroman-8-yl)-N2-(2-methoxy-5-methyl-4-(4-(4-methylpiperazine-1-yl)piperidin-1-yl)phenyl)pyrimidine-2,4-diamine BrC=1C(=NC(=NC1)NC1=C(C=C(C(=C1)C)N1CCC(CC1)N1CCN(CC1)C)OC)NC=1C=CC=C2CCCOC12